ClC1=CC=C(C=C1)C=1C=C2C(=C(C(N(C2=NC1)CCN1CCOCC1)=O)C(=O)NC1CC2(C1)CCC2)O 6-(4-chlorophenyl)-4-hydroxy-1-(2-morpholinoethyl)-2-oxo-N-(spiro[3.3]hept-2-yl)-1,2-dihydro-1,8-naphthyridine-3-carboxamide